N-[3-(dimethylamino)-propyl]perfluorobutyl-sulfonamide CN(CCCNS(=O)(=O)C(C(C(C(F)(F)F)(F)F)(F)F)(F)F)C